COCCO[AlH2] 2-methoxyethoxyaluminium hydride